1-[(2,4-dimethylthiazol-5-yl)methyl]-N-(1-methylcyclopropyl)-2-oxo-3-(1,3,4-thiadiazol-2-yl)benzimidazole-5-sulfonamide CC=1SC(=C(N1)C)CN1C(N(C2=C1C=CC(=C2)S(=O)(=O)NC2(CC2)C)C=2SC=NN2)=O